2,3-dimethyl-5-ethyl-4-isobutoxyphenol CC1=C(C=C(C(=C1C)OCC(C)C)CC)O